6-bromo-3-(3-(dimethylamino)propyl)-1(3H)-isobenzofuranone BrC1=CC=C2C(OC(C2=C1)=O)CCCN(C)C